BrC1=CC=CC2=C1N(C=N2)CCCNCCCCNC(OC(C)(C)C)=O tert-butyl (4-((3-(7-bromo-1H-benzo[d]imidazol-1-yl)propyl)amino)butyl)carbamate